F[C@@H]1[C@@H](N(CC1)C1=NC(=C(C=2N=C(N=CC21)SC)F)C2=CC(=CC1=CC=C(C(=C21)C#C[Si](C(C)C)(C(C)C)C(C)C)F)OCOC)C (2S,3S)-3-fluoro-1-{8-fluoro-7-[7-fluoro-3-(methoxymethoxy)-8-[2-(triisopropylsilyl)ethynyl]naphthalen-1-yl]-2-(methylsulfanyl)pyrido[4,3-d]pyrimidin-5-yl}-2-methylpyrrolidine